NC1CN(CCN1)C1=CC=CC=2OCC(OC21)O 5-(3-aminopiperazin-1-yl)-3-hydroxy-2,3-dihydro-1,4-benzodioxine